methyl 2-((S)-1-(2-ethyl-6-(1-methyl-5-((((4-nitrophenoxy) carbonyl)oxy)methyl)-1H-1,2,3-triazol-4-yl)pyridin-3-yl)pyrrolidin-3-yl)butanoate C(C)C1=NC(=CC=C1N1C[C@@H](CC1)C(C(=O)OC)CC)C=1N=NN(C1COC(=O)OC1=CC=C(C=C1)[N+](=O)[O-])C